(S)-1-(3-(3-fluoro-2-methylpyridin-4-yl)imidazo[1,5-a]pyrazin-8-yl)-4'h,6'h-spiro[piperidine-4,5'-pyrrolo[1,2-b]pyrazol]-4'-amine FC=1C(=NC=CC1C1=NC=C2N1C=CN=C2N2CCC1([C@@H](C=3N(N=CC3)C1)N)CC2)C